O[C@]1(CN(C[C@H](OC1)CO)C(=O)OC(C)(C)C)CCC |o1:1| tert-butyl (2S,6S*)-6-hydroxy-2-(hydroxymethyl)-6-propyl-1,4-oxazepane-4-carboxylate